5-(methoxymethyl)isoxazole-3-carboxylic acid hydrazide COCC1=CC(=NO1)C(=O)NN